(5-(2-ethoxy-2-oxoethoxy)-1H-indol-3-yl)-N,N-dimethylethane-1-amine C(C)OC(COC=1C=C2C(=CNC2=CC1)C(C)N(C)C)=O